ClC=1C=CC(=NC1)C(O)C=1N=CN(C1C)C(C1=CC=CC=C1)(C1=CC=CC=C1)C1=CC=CC=C1 (5-chloropyridin-2-yl)(5-methyl-1-trityl-1H-imidazol-4-yl)methanol